1-(1-benzylpiperidin-4-yl)-1-(2-chloropyridin-yl)urea C(C1=CC=CC=C1)N1CCC(CC1)N(C(=O)N)C=1C(=NC=CC1)Cl